3-((6-(4-((((R)-1-(2-chloro-phenyl)ethoxy)carbonyl)-amino)-3-methylisoxazol-5-yl)pyridin-3-yl)carbamoyl)-2,2-difluorocyclopropane-1-carboxylic acid ClC1=C(C=CC=C1)[C@@H](C)OC(=O)NC=1C(=NOC1C1=CC=C(C=N1)NC(=O)C1C(C1C(=O)O)(F)F)C